9-bromo-7,12-dihydro-11-hydroxymethyl-indolo[3,2-d][1]-benzazepin-6(5H)-one BrC=1C=C2C(=C(C1)CO)NC1=C2CC(NC2=C1C=CC=C2)=O